Cl.NC=1C(=CC(=NC1)C)C(=O)O 5-amino-2-methylpyridine-4-carboxylic acid hydrochloride